tert-butyl 3-[(3S)-6-hydroxy-4-oxo-quinazolin-3-yl]-8-azaspiro[4.5]decane-8-carboxylate OC=1C=C2C(N(C=NC2=CC1)C1CCC2(C1)CCN(CC2)C(=O)OC(C)(C)C)=O